(6-fluoro-1-(4-fluoro-3-methylphenyl)-5-hydroxy-2-isopropyl-1H-indol-3-yl)propionic acid FC1=C(C=C2C(=C(N(C2=C1)C1=CC(=C(C=C1)F)C)C(C)C)C(C(=O)O)C)O